BrC=1C=C(C=CC1)C(C1=NN=CN1C)Cl 3-[(3-bromophenyl)-chloro-methyl]-4-methyl-1,2,4-triazole